N-Ethyl-p-chloro-amphetamine C(C)NC(C)CC1=CC=C(C=C1)Cl